(S)-2-((((9H-fluoren-9-yl)methoxy)carbonyl)amino)-3-(methyl(p-tolyl)amino)propanoic acid C1=CC=CC=2C3=CC=CC=C3C(C12)COC(=O)N[C@H](C(=O)O)CN(C1=CC=C(C=C1)C)C